N-tert-butyl-1-{6-[3-(methoxymethoxy)-4-(pyrazol-1-yl)phenyl]pyridazin-3-yl}pyrrolidin-3-amine C(C)(C)(C)NC1CN(CC1)C=1N=NC(=CC1)C1=CC(=C(C=C1)N1N=CC=C1)OCOC